N=1NN=NC1C1=CC=C(C=C1)C(=O)N1CC(C1)C1=CC=C(C=C1)N1C(=NC=2C1=NC(=CC2)C2=CC=CC=C2)C=2C(=NC=CC2)N (4-(2H-tetrazol-5-yl)phenyl)(3-(4-(2-(2-aminopyridin-3-yl)-5-phenyl-3H-imidazo[4,5-b]pyridin-3-yl)phenyl)azetidin-1-yl)methanone